(2S,3S)-2-[(2S)-2-amino-3-(3-carbamimidoylphenyl)propanamido]-N,3-dimethyl-pentanamide dihydrochloride Cl.Cl.N[C@H](C(=O)N[C@H](C(=O)NC)[C@H](CC)C)CC1=CC(=CC=C1)C(N)=N